C(#N)C1=C(C=CC=C1)N1N=C(C=C1)N 1-(2-cyanophenyl)-1H-pyrazol-3-amine